FC=1C=C(C=NC1)NC(=O)C=1C=C2C(=NC1)NC=C2C2=CC=C1C(CC3(CCN(CC3)C(=O)OC(C)(C)C)C1=C2)=O tert-butyl 6-[5-[(5-fluoropyridin-3-yl)carbamoyl]-1H-pyrrolo[2,3-b]pyridin-3-yl]-3-oxospiro[2H-indene-1,4'-piperidine]-1'-carboxylate